N-[2-(ethanesulfonyloxy)phenyl]-N'-[3-(benzylsulfonyloxy)phenyl]urea C(C)S(=O)(=O)OC1=C(C=CC=C1)NC(=O)NC1=CC(=CC=C1)OS(=O)(=O)CC1=CC=CC=C1